isopropyl 4-(3-hydroxypropyl)piperidine-1-carboxylate OCCCC1CCN(CC1)C(=O)OC(C)C